tert-butyl ((2R,5S)-2-(((tert-butyldimethylsilyl)oxy)methyl)-3,7-dioxabicyclo[4.1.0]heptan-5-yl)carbamate [Si](C)(C)(C(C)(C)C)OC[C@@H]1C2OC2[C@H](CO1)NC(OC(C)(C)C)=O